(S)-7-(3-(hydroxymethyl)-1-pyrrolidinyl)-1-cyclopropyl-6-fluoro-1,4-dihydro-4-oxo-1,8-naphthyridine-3-carboxylic acid OC[C@@H]1CN(CC1)C1=C(C=C2C(C(=CN(C2=N1)C1CC1)C(=O)O)=O)F